C([C@@H]1[C@H]([C@@H]([C@H](C(O1)O)O)N)O)OP(=O)(O)O The molecule is an amino sugar phosphate that is the 6-O-phosphate of 3-amino-3-deoxy-D-glucopyranose. It derives from a 3-amino-3-deoxy-D-glucopyranose. It is a conjugate acid of a 3-amino-3-deoxy-6-O-phosphono-D-glucopyranose(1-).